C(C)(C)(C)CS(=O)(=O)O.CNC1C[C@@H]2[C@@H](CN(C2)C(=O)O)C1 (3aR,5S,6aS)-5-(methylamino)hexahydrocyclopenta[c]pyrrole-2(1H)-carboxylic acid tert-butyl-methanesulfonate